rel-(1R,2S,5S)-8-benzyl-2-methyl-3,8-diazabicyclo[3.2.1]octane-3-carboxylic acid tert-butyl ester C(C)(C)(C)OC(=O)N1[C@H]([C@H]2CC[C@@H](C1)N2CC2=CC=CC=C2)C |o1:8,9,12|